(2-(((tert-butyldiphenylsilyl)oxy)methyl)-5-nitrophenyl)methanol [Si](C1=CC=CC=C1)(C1=CC=CC=C1)(C(C)(C)C)OCC1=C(C=C(C=C1)[N+](=O)[O-])CO